trans-carbonyl-iridium (III) chloride C(=O)=[Ir+2]Cl